CN(C(OC(C)(C)C)=O)CCCN1N=CC2=CC=CC(=C12)B1OC(C(O1)(C)C)(C)C tert-butyl N-methyl-N-[3-[7-(4,4,5,5-tetramethyl-1,3,2-dioxaborolan-2-yl)indazol-1-yl]propyl]carbamate